FC=1C=CC=C2CC(NC12)=O 7-fluoroindolin-2-one